FC=1C2=C(C(=NC1)OC)CCC2 4-fluoro-1-methoxy-6,7-dihydro-5H-cyclopenta[c]pyridin